1-((2R,4aS,4bR,6aS,7S,7aS,8aR,8bR,8cR,10aR)-2-hydroxy-2,6a-dimethyloctadecahydrocyclopenta[4,5]cyclopenta[1,2-a]phenanthren-7-yl)-2-(1H-tetrazol-1-yl)ethane O[C@@]1(CC[C@@H]2[C@H]3CC[C@@]4(C(C3CCC2C1)[C@H]1[C@@H]([C@@H]4CCN4N=NN=C4)CCC1)C)C